N,N,N',N'-tetraisopropyl-1-(cyclopentylmethyloxy)phosphanediamine C(C)(C)N(P(N(C(C)C)C(C)C)OCC1CCCC1)C(C)C